FC1=C(C(=CC=C1)F)C1CC=2N(C(NC2CCC=O)=S)C1 3-(6-(2,6-difluorophenyl)-3-thioxo-2,5,6,7-tetrahydro-3H-pyrrolo[1,2-c]imidazol-1-yl)propan-1-one